C1(=CC=CC=C1)N1C(N(C=C1)C1=CC=CC=C1)CCO 1,3-diphenyl-imidazoleethanol